(p-vinylphenyl)-trimethylammonium chloride [Cl-].C(=C)C1=CC=C(C=C1)[N+](C)(C)C